C(#N)C1=C(CNC2=C(NC=C2)C(=O)OCC)C=CC=C1 Ethyl 3-((2-cyanobenzyl) amino)-1H-pyrrole-2-carboxylate